(1R)-2-hydroxy-1-phenylethanaminium (5R)-1-(tert-butoxycarbonyl)-3,3-dimethyl-1,3-azasilolidine-5-carboxylate C(C)(C)(C)OC(=O)N1C[Si](C[C@H]1C(=O)[O-])(C)C.OC[C@H]([NH3+])C1=CC=CC=C1